BrC1=CC=C(C=2C1=NSN2)C2=CC=C(N(C1=CC=CC=C1)C1=CC=CC=C1)C=C2 4-(7-bromobenzo[c][1,2,5]thiadiazol-4-yl)-N,N-diphenylaniline